C(C=CCCCCCCCCCCCCCCC)(=O)OC[C@@H](OC(C=CCCCCCCCCCCCCCCC)=O)COP(=O)(O)OCCN 1,2-Di-(9Z-Octadecenoyl)-sn-glycero-3-phosphoethanolamin